CC=1N=CC(=NC1)B(O)O 5-METHYLPYRAZINE-2-BORONIC ACID